[6-(3,5-difluoro-N-(2-methoxyacetyl)anilino)-2-[(2,2-dimethylcyclobutyl)carbamoyl]-3-pyridyl] 2-methoxyacetate COCC(=O)OC=1C(=NC(=CC1)N(C1=CC(=CC(=C1)F)F)C(COC)=O)C(NC1C(CC1)(C)C)=O